C(CC)(=O)C=1C=C(C=NC1)NC(OC(C)(C)C)=O tert-butyl (5-propionylpyridin-3-yl)carbamate